FC(C1=CC(=C2C(=N1)NN=C2)C2=C1N(N=C2C2=NC=C(C=C2)F)CC(C1)(C)C)F 6-(difluoromethyl)-4-[2-(5-fluoro-2-pyridinyl)-5,5-dimethyl-4,6-dihydropyrrolo[1,2-b]Pyrazol-3-yl]-1H-pyrazolo[3,4-b]Pyridine